ethyl 1-[3-(1-isopropyl-3,5-dimethyl-pyrazol-4-yl)pyrazolo[1,5-a]pyridin-5-yl]pyrazole-4-carboxylate C(C)(C)N1N=C(C(=C1C)C=1C=NN2C1C=C(C=C2)N2N=CC(=C2)C(=O)OCC)C